N-(3,4-dihydroxy-6-acrylamidomethylbenzyl)acrylamide OC=1C=C(CNC(C=C)=O)C(=CC1O)CNC(C=C)=O